ClC=1C=NC=C(C1[C@@H](C)OC=1C=C2C(=NNC2=CC1)/C=C/C=1C=NN(C1)CCO)Cl 2-[4-[(E)-2-[5-[(1R)-1-(3,5-dichloropyridin-4-yl)ethoxy]-1H-indazol-3-yl]ethenyl]pyrazol-1-yl]ethanol